C(C)(C)(C)C=1C=C(C=2C(C3=CC(=CC=C3C2C1)Cl)(C)C)C1=CC=CC=C1 3-tert-butyl-7-chloro-9,9-dimethyl-1-phenyl-9H-fluorene